C[C@@H](CC)N1C(=CC=C1CCOC1=C(C(=CC(=C1)F)F)Cl)C(=O)NC=1C=C(C=CC1C(F)(F)F)[C@@H]1[C@@H](C1)C(=O)O (1R,2S)-2-{3-[({1-[(2S)-2-butanyl]-5-[2-(2-chloro-3,5-difluorophenoxy)ethyl]-1H-pyrrol-2-yl}carbonyl)amino]-4-(trifluoromethyl)phenyl}cyclopropanecarboxylic acid